2'-p-methoxyphenyl-5'-((E)-2-(furan-2-yl)vinyl)-6-oxo-6H-spiro(benzo[d][1,3]dioxin-5,1'-cyclopentane)-3',3'-dicarboxylic acid methyl ester COC(=O)C1(C(C2(C(C1)\C=C\C=1OC=CC1)C(C=CC=1OCOCC12)=O)C1=CC=C(C=C1)OC)C(=O)O